CC=1C=CC(=NC1S(NCCC1=NC=CC=C1)(=O)=O)NC(C)=O N-[5-methyl-6-[2-(2-pyridyl)ethylsulfamoyl]-2-pyridyl]acetamide